(hydroxymethyl)azepan-4-ol OCN1CCC(CCC1)O